OC=1N=C2N(C(C1)=O)C=C(N=C2)C2=CCN(CC2)C(=O)OC(C)(C)C tert-butyl 4-(2-hydroxy-4-oxo-4H-pyrazino[1,2-a]pyrimidin-7-yl)-5,6-dihydropyridine-1(2H)-carboxylate